3-(2-Chloro-6-fluorophenyl)-5-(1-(3-chlorophenyl)-5-(trifluoromethyl)-1H-pyrazol-4-yl)-4-((methoxy-d3)methyl-d2)isoxazole ClC1=C(C(=CC=C1)F)C1=NOC(=C1C([2H])([2H])OC([2H])([2H])[2H])C=1C=NN(C1C(F)(F)F)C1=CC(=CC=C1)Cl